radium-molybdenum [Mo].[Ra]